C(C1=CC=CC=C1)N1CC2=C(N=CN=C2Cl)CC1 6-benzyl-4-chloro-5,6,7,8-tetrahydropyrido[4,3-d]pyrimidine